C(C)N[C@@H]1C(N(CCCC1)C1=CC(=CC=C1)O[C@@H](CCNC)C=1SC=CC1)=O (S)-3-(ethylamino)-1-(3-((S)-3-(methylamino)-1-(thiophen-2-yl)propoxy)phenyl)azepan-2-one